Cl.Cl.NC(CO)C=1C=NC=CC1 2-amino-2-(pyridin-3-yl)ethan-1-ol dihydrochloride